N1C=NC=C2C1=CC=N2 Pyrrolo[2,3-e]Pyrimidine